FC=1C=C(C(=NC1)N1N=NC(=C1)C)C1CCN(CC1)C1CC2(CN(C2)C(=O)OCC)CC1 ethyl 6-[4-[5-fluoro-2-(4-methyltriazol-1-yl)-3-pyridyl]-1-piperidyl]-2-azaspiro[3.4]-octane-2-carboxylate